6-methyl-2-(3-(thiophen-3-yl)prop-2-yn-1-yl)-1,3,6,2-dioxazaborocan-4,8-dione CN1CC(OB(OC(C1)=O)CC#CC1=CSC=C1)=O